C(C)(=O)N(N(C(=O)C1=CC=2C3=C(C(=NC2C=C1)N)C=NN3C)CC3=NC1=C(N3C)C=C(C=C1)Cl)C N'-acetyl-4-amino-N-((6-chloro-1-methyl-1H-benzo[d]imidazol-2-yl)methyl)-N',1-dimethyl-1H-pyrazolo[4,3-c]quinoline-8-carbohydrazide